FC(CCCS(=O)CCCCCCCCC[C@H]1[C@H]2[C@@H]3CC[C@@H]([C@@]3(C)CC[C@@H]2C=2C=CC(=CC2C1)O)O)(C(F)(F)F)F (7a,17b)-7-[9-[(4,4,5,5,5-pentafluoropentyl)Sulfinyl]nonyl]estra-1,3,5(10)-triene-3,17-diol